trans-4-((4-(2-Cyclopropyloxazol-4-yl)pyridin-2-yl)((trans-4-(5-methoxy-6-methylpyridin-2-yl)cyclohexyl)methyl)carbamoyl)cyclohexyl ((R)-2-hydroxypropyl)carbamate O[C@@H](CNC(O[C@@H]1CC[C@H](CC1)C(N(C[C@@H]1CC[C@H](CC1)C1=NC(=C(C=C1)OC)C)C1=NC=CC(=C1)C=1N=C(OC1)C1CC1)=O)=O)C